N-Benzoxycarbonyl-L-glutamic acid C(C1=CC=CC=C1)OC(=O)N[C@@H](CCC(=O)O)C(=O)O